1-(3-methyl-1-(pyridine-2-yl)-1H-indol-2-yl)butan-1-one CC1=C(N(C2=CC=CC=C12)C1=NC=CC=C1)C(CCC)=O